Cl.NC(C(=O)N1CCN(CC1)C(=O)NC1=NC(N(C=C1)C1=CC=C(C=C1)C(CN1C[C@H](CC1)CN)(C)C)=O)(C)C (R)-4-(2-Amino-2-methylpropanoyl)-N-(1-(4-(1-(3-(aminomethyl)pyrrolidin-1-yl)-2-methylpropan-2-yl)phenyl)-2-oxo-1,2-dihydropyrimidin-4-yl)piperazine-1-carboxamide hydrochloride salt